C(C)S(=O)(=O)C1=CC=C(CNC(=O)C2=CC3=C(N(C(=N3)C(F)(F)F)CC3=CC(=CC=C3)OC)C=C2)C=C1 N-(4-(ethylsulfonyl)benzyl)-1-(3-methoxybenzyl)-2-(trifluoromethyl)-1H-benzo[d]imidazole-5-carboxamide